FC(C=1C(=C(C=CC1)[C@@H](C)NC=1C2=C(N=C(N1)C)C=NC(=C2)C=2C=CC(=C(CN1CCC(CC1)C=1C=C3CN(C(C3=CC1)=O)C1C(NC(CC1)=O)=O)C2)F)F)F 3-(5-(1-(5-(4-(((R)-1-(3-(difluoromethyl)-2-fluorophenyl)ethyl)amino)-2-methyl-pyrido[3,4-d]pyrimidin-6-yl)-2-fluorobenzyl)piperidin-4-yl)-1-oxoisoindolin-2-yl)piperidine-2,6-dione